2-[[1-(2-piperidin-1-ylethyl)piperidin-4-yl]methyl]-6-pyrazol-1-ylpyridazin-3-one N1(CCCCC1)CCN1CCC(CC1)CN1N=C(C=CC1=O)N1N=CC=C1